methyl (S)-3-(3-(tert-butyl)-5-(3,5-dimethyl-1H-pyrazol-1-yl)phenyl)-4-(7-((3,4-dihydro-2H-pyrido[3,2-b][1,4]oxazin-6-yl)methyl)-2,7-diazaspiro[3.5]nonan-2-yl)butanoate C(C)(C)(C)C=1C=C(C=C(C1)N1N=C(C=C1C)C)[C@H](CC(=O)OC)CN1CC2(C1)CCN(CC2)CC=2C=CC=1OCCNC1N2